4-((3-methylquinolin-4-yl)amino)-N-(3-(pyridin-4-yloxy)phenyl)benzamide CC=1C=NC2=CC=CC=C2C1NC1=CC=C(C(=O)NC2=CC(=CC=C2)OC2=CC=NC=C2)C=C1